ClC=1NC(C=2C(N1)=NN(C2)C2=C(C=C(C=C2C)C(C)(F)F)C)=O 6-chloro-2-{4-(1,1-difluoroethyl)-2,6-dimethylphenyl}-2,5-dihydro-4H-pyrazolo[3,4-d]pyrimidine-4-on